Nickel fluorid [Ni](F)F